C1(=CC=CC=C1)C1(CC1)C1=NN=C(S1)N 5-(1-phenylcyclopropyl)-1,3,4-thiadiazol-2-amine